CC1(CCC=2C=NN(C2C1)COCC[Si](C)(C)C)C 6,6-dimethyl-1-((2-(trimethylsilyl)ethoxy)methyl)-4,5,6,7-tetrahydro-1H-indazole